6-fluoro-3-[6-[4-[(4-fluoro-4-piperidinyl)methyl]Piperazin-1-yl]Pyrimidin-4-yl]-5-(1-methylcyclopropoxy)-2H-indazole FC=1C(=CC2=C(NN=C2C1)C1=NC=NC(=C1)N1CCN(CC1)CC1(CCNCC1)F)OC1(CC1)C